N=1N=CN2C1C=C(C=C2)OCC2=CC=C(C=N2)C=2OC(=NN2)C(F)F 2-(6-(([1,2,4]Triazolo[4,3-a]pyridin-7-yloxy)methyl)pyridin-3-yl)-5-(difluoromethyl)-1,3,4-oxadiazole